NCC=1C=C(C=CC1)C1=CC(=CC=2C=C(OC21)COC2=C(C=CC=C2)CC(=O)O)COC2=C(C=CC=C2)CCC(=O)O 3-(2-((7-(3-(aminomethyl)phenyl)-2-((2-(carboxymethyl)phenoxy)methyl)benzofuran-5-yl)methoxy)phenyl)propanoic acid